lithium (acrylsulfonate) C(=O)(C=C)S(=O)(=O)[O-].[Li+]